ClC=1C=CC(=C(N)C1)C(=O)N1CCC(CC1)C1=C2C(=NC=C1F)NC(=C2)C2CNCCO2 5-chloro-2-(4-{5-fluoro-2-[morpholin-2-yl]-1H-pyrrolo[2,3-b]pyridin-4-yl}piperidine-1-carbonyl)aniline